C(C)(=O)N1CC=2N(CC1)C(=NC2C=2C=CC=C1C=C(N=CC21)C2=CC=C(C(=O)OCCC#CC1=C3CN(C(C3=CC=C1)=O)C1C(NC(CC1)=O)=O)C=C2)C2CCOCC2 (2-(2,6-Dioxopiperidin-3-yl)-1-oxoisoindolin-4-yl)but-3-yn-1-yl 4-(8-(7-acetyl-3-(tetrahydro-2H-pyran-4-yl)-5,6,7,8-tetrahydroimidazo[1,5-a]pyrazin-1-yl)isoquinolin-3-yl)benzoate